CC(C)C1=C(C=C2C(=C1)CC[C@@H]3[C@]24CCC[C@@]3(COC4=O)C)O The molecule is an abietane diterpenoid isolated from the stem bark of Fraxinus sieboldiana. It has a role as a plant metabolite. It is a diterpene lactone, an abietane diterpenoid and a tetracyclic diterpenoid.